bis(2,4,6-trimethylbenzoyl)-diphenyl-phosphine oxide CC1=C(C(=O)C=2C(=C(C=CC2)P(C2=CC=CC=C2)=O)C(C2=C(C=C(C=C2C)C)C)=O)C(=CC(=C1)C)C